O(C1=CC=CC=C1)C1=C(OC=2C3=C(C=CC2C1=O)OCO3)C(F)(F)F 7-phenoxy-8-(trifluoromethyl)-6H-[1,3]dioxolo[4,5-h]chromen-6-one